C(C1=CN=CC=C1)(=O)N.C(\C=C\C(=O)O)(=O)O.N1=CC=CC(=C1)C1N(C)CCC1 nicotine monofumarate nicotinamide salt